The molecule is a member of the cadinene family of sesquiterpenes in which the double bonds are located at the 4-4a and 7-8 positions, and in which the isopropyl group at position 1 is cis to the hydrogen at the adjacent bridgehead carbon (position 8a). It is a cadinene and a member of hexahydronaphthalenes. CC1=CC2C(CCC(=C2CC1)C)C(C)C